sebacic acid bis(1,2,2,6,6-pentamethyl-4-piperidyl) ester CN1C(CC(CC1(C)C)OC(CCCCCCCCC(=O)OC1CC(N(C(C1)(C)C)C)(C)C)=O)(C)C